OC[C@]12CC[C@@H](CC1=CC[C@H]1[C@@H]3CC[C@H]([C@@H](CCCC(C)C)C)[C@]3(CC[C@H]21)C)O 19-hydroxycholesterol